CC1=C(C=C(C=C1)NC(=O)[C@@H]1NCCCC1)C(NC1(CC1)C1=CC(=NC2=CC=CC=C12)C=1C=NN(C1)C)=O (R)-N-(4-methyl-3-((1-(2-(1-methyl-1H-pyrazol-4-yl)quinolin-4-yl)cyclopropyl)carbamoyl)phenyl)piperidine-2-carboxamide